C(CCS(=O)(=O)OC(O)(O)O)S(=O)(=O)OC(O)(O)O bis(trihydroxymethyl) propanedisulfonate